C(C1=CC=CC=C1)OCC=1N=C2C(=NC1N(C1=CC=CC=C1)S(=O)(=O)C)N(C(=N2)C2=NC(=CC=C2)OCC)C2=C(C=CC=C2OC)OC N-(5-((benzyloxy)methyl)-1-(2,6-dimethoxyphenyl)-2-(6-ethoxypyridin-2-yl)-1H-imidazo[4,5-b]pyrazin-6-yl)methanesulfonanilide